18-Hydroxy-heptacosanoic acid OC(CCCCCCCCCCCCCCCCC(=O)O)CCCCCCCCC